NC1(CC1)COC1=NC=C(C=C1C1(CC1)NC1=NN2C(N=CC(=C2)F)=C1C(=O)O)F ((1-(2-((1-aminocyclopropyl)methoxy)-5-fluoropyridin-3-yl)cyclopropyl)amino)-6-fluoropyrazolo[1,5-a]pyrimidine-3-carboxylic acid